CSC=1C=NC(=NC1)N[C@@H]1C[C@H](CC1)NC=1SC2=C(N1)C=CC(=C2)S(=O)(=O)N (((trans)-3-((5-(Methylthio)pyrimidin-2-yl)amino)cyclopentyl)amino)benzo[d]thiazole-6-sulfonamide